4-(((1R,2S)-1-(dimethylamino)-2,3-dihydro-1H-inden-2-yl)amino)-2-methylphthalazin-1(2H)-one CN([C@H]1[C@H](CC2=CC=CC=C12)NC1=NN(C(C2=CC=CC=C12)=O)C)C